5-CHLORO-2-PHENYL-1H-INDOLE-3-CARBALDEHYDE ClC=1C=C2C(=C(NC2=CC1)C1=CC=CC=C1)C=O